3-(N-styrylmethyl-2-aminoethylaminoethylamino)-propyltrimethoxysilane hydrochloride Cl.C(=CC1=CC=CC=C1)CN(CCC[Si](OC)(OC)OC)CCNCCN